ClC=1C(=CC(=C(C(=O)NS(=O)(=O)C2=CC=C(C=C2)OCC2=CC(=CC=C2)CN2CCOCC2)C1)F)OCC1CCCC1 5-chloro-4-(cyclopentylmethoxy)-2-fluoro-N-((4-((3-(morpholinomethyl)benzyl)oxy)phenyl)sulfonyl)benzamide